Tert-butyl (1R,2S)-2-[1-(tert-butoxycarbonyl)-3-[(2-methoxy-5-methylpyridin-3-yl)amino]indazol-6-yl]-5'-methoxy-2'-oxospiro[cyclopropane-1,3'-indole]-1'-carboxylate C(C)(C)(C)OC(=O)N1N=C(C2=CC=C(C=C12)[C@@H]1C[C@@]12C(N(C1=CC=C(C=C21)OC)C(=O)OC(C)(C)C)=O)NC=2C(=NC=C(C2)C)OC